O(C1=CC=CC=C1)C1=CC=C(C=C1)C1=NN(C2=NC=NC(=C21)N)C=2C=NC(=CC2)N2CCNCC2 3-(4-phenoxyphenyl)-1-(6-(piperazin-1-yl)pyridin-3-yl)-1H-pyrazolo[3,4-d]pyrimidin-4-amine